SC[C@H](CSCCCS)SCCS (S)-3-((R-3-mercapto-2-((2-mercaptoethyl)thio)propyl)thio)propane-1-thiol